copper-tungsten-vanadium [V].[W].[Cu]